N'-(1-cyclohexyl-2,2,2-trifluoro-ethyl)benzoyl-hydrazine C1(CCCCC1)C(C(F)(F)F)NNC(C1=CC=CC=C1)=O